C1=CC=C(C=C1)CC2=NC(=CN=C2NC(=O)CC3=CC=C(C=C3)OS(=O)(=O)O)C4=CC=C(C=C4)OS(=O)(=O)O The molecule is a member of the class of pyrazines in which the pyrazine ring is substituted at positions 2, 3, and 5 by [4-(sulfooxy)phenyl]acetamido, benzyl, and 4-(sulfooxy)phenyl groups, respectively. It has a role as a member of oxidized luciferins. It is an aryl sulfate and a member of pyrazines. It is a conjugate acid of an oxidized Watasenia luciferin(2-).